ClC=1C=CC2=C(N(C(=N2)[C@@H](C)C2CCC(CC2)C2=CC=NC3=CC=C(C=C23)F)C)C1 4-((1S,4S)-4-(1-(6-chloro-1-methyl-1H-benzo[d]imidazol-2-yl)ethyl)cyclohexyl)-6-fluoroquinoline